N-(2-hydroxyethoxy)-4-[4-[(2-oxo-1-phenyl-pyridine-3-carbonyl)amino]anilino]-1,7-naphthyridine-6-carboxamide OCCONC(=O)C=1C=C2C(=CC=NC2=CN1)NC1=CC=C(C=C1)NC(=O)C=1C(N(C=CC1)C1=CC=CC=C1)=O